4-(5-(2-fluoropyridin-4-yl)-6-nitrothiazolo[4,5-b]pyridin-2-yl)morpholine FC1=NC=CC(=C1)C1=C(C=C2C(=N1)N=C(S2)N2CCOCC2)[N+](=O)[O-]